FC=1C=CC(=C2C(CC(C12)(C)C)C)NC(=O)C=1C(=NN(C1)C)C N-(7-fluoro-1,1,3-trimethylindan-4-yl)-1,3-dimethylpyrazole-4-carboxamide